ClC1=CC=C(C=C1)C(CNC(OC)=O)C=1C(=NC=CC1)OC methyl (2-(4-chlorophenyl)-2-(2-methoxypyridin-3-yl)ethyl)carbamate